6-bromo-3-ethyl-2-hydroxy-1,2-benzoxaborinine BrC=1C=CC2=C(C=C(B(O2)O)CC)C1